FC1=CC(=CC2=C1C=C(O2)C(=O)NS(=O)(=O)C=2C=1CCN(CC1C=CC2)C)N2CC(C2)F 4-Fluoro-6-(3-fluoroazetidin-1-yl)-N-(2-methyl-1,2,3,4-tetrahydroisoquinoline-5-sulfonyl)-1-benzofuran-2-carboxamide